C1(CCCCC1)NP(OC)(OC)=O dimethyl cyclohexylphosphoramidate